CC1=CC(=NC=C1CC(C)C)C1=CC=CC=C1 4-methyl-5-(2-methylpropyl)-2-phenylpyridine